N-acetyl-glycyl-glycine (2-octyldodecyl)amide C(CCCCCCC)C(CNC(CNC(CNC(C)=O)=O)=O)CCCCCCCCCC